NC=1C2=C(N=CN1)N(C=C2C=2C(=C(C=CC2)NS(=O)(=O)C=2C(=NC=C(C2)Cl)OC)F)C N-(3-(4-amino-7-methyl-7H-pyrrolo[2,3-d]pyrimidin-5-yl)-2-fluorophenyl)-5-chloro-2-methoxypyridine-3-sulfonamide